OC1(CC(C1)NC=1N=NC(=C(N1)C)C1=C(C=C(C=C1)C(F)(F)F)O)C 2-[3-[(3-Hydroxy-3-methyl-cyclobutyl)amino]-5-methyl-1,2,4-triazin-6-yl]-5-(trifluoromethyl)phenol